2,2-bis(3'-chloro-4'-hydroxyphenyl)propane ClC=1C=C(C=CC1O)C(C)(C)C1=CC(=C(C=C1)O)Cl